C(C)(C)(C)OC(=O)N(CCN1C(C(=CC2=C1N=C(N=C2)NC2=CC(=CC=C2)OCCC(OC)OC)N2CCN(C1=C(C=CC=C21)C)C(=O)OCC2=CC=CC=C2)=O)C benzyl 4-[8-[2-[tert-butoxycarbonyl(methyl)amino]ethyl]-2-[3-(3,3-dimethoxypropoxy)anilino]-7-oxo-pyrido[2,3-d]pyrimidin-6-yl]-8-methyl-2,3-dihydroquinoxaline-1-carboxylate